3-((tert-butoxycarbonyl)amino)-4,4,4-trifluorobutyl methanesulfonate CS(=O)(=O)OCCC(C(F)(F)F)NC(=O)OC(C)(C)C